O1CCC2=NC=CC=C21 2,3-dihydrofuro[3,2-b]pyridine